5,6-diamino-1,3-dimethyluracil NC=1C(N(C(N(C1N)C)=O)C)=O